(2R,3S,5R)-5-(6-Amino-2-fluoro-9H-purin-9-yl)-2-ethynyl-2-((((S)-(((S)-1-isopropoxy-1-oxo-3-phenylpropan-2-yl)amino)(phenoxy)phosphoryl)oxy) methyl)tetrahydrofuran-3-yl tetradecanoate C(CCCCCCCCCCCCC)(=O)O[C@@H]1[C@](O[C@H](C1)N1C2=NC(=NC(=C2N=C1)N)F)(CO[P@](=O)(OC1=CC=CC=C1)N[C@H](C(=O)OC(C)C)CC1=CC=CC=C1)C#C